4-chloro-2-((6-(2-((dimethylamino)methyl)-1-methyl-1H-imidazol-5-yl)pyridin-3-yl)oxy)benzaldehyde ClC1=CC(=C(C=O)C=C1)OC=1C=NC(=CC1)C1=CN=C(N1C)CN(C)C